(E)-3-(4-(4-amino-3-methylbut-2-en-2-yl)-1-oxoisoindolin-2-yl)piperidine-2,6-dione NC/C(=C(\C)/C1=C2CN(C(C2=CC=C1)=O)C1C(NC(CC1)=O)=O)/C